butyl 6-(3-(cinnolin-6-yl)-5-methyl-1H-pyrazol-1-yl)-2-azaspiro[3.3]heptane-2-carboxylate N1=NC=CC2=CC(=CC=C12)C1=NN(C(=C1)C)C1CC2(CN(C2)C(=O)OCCCC)C1